FCN1S(C2=C(C1=O)C=CC=C2)(=O)=O 2-(fluoromethyl)benzo[d]isothiazol-3(2H)-one 1,1-dioxide